BrC1=C(C(=CC2=C1[C@@H]([C@](O2)(C2=CC=CC=C2)C(CCCNC(OC(C)(C)C)=O)O)OC)F)Cl Tert-butyl (4-((2S,3S)-4-bromo-5-chloro-6-fluoro-3-methoxy-2-phenyl-2,3-dihydrobenzofuran-2-yl)-4-hydroxybutyl)carbamate